N-cyclobutyl-2-[[2-[2,6-dichloro-4-[6-(difluoromethyl)-3,5-dioxo-1,2,4-triazin-2-yl]phenoxy]-5-methoxy-4-pyridyl]sulfonylamino]acetamide 2-[β-(N-Carbazolyl)propionyloxy]ethylacrylat C1=CC=CC=2C3=CC=CC=C3N(C12)CCC(=O)OCCOC(C=C)=O.C1(CCC1)NC(CNS(=O)(=O)C1=CC(=NC=C1OC)OC1=C(C=C(C=C1Cl)N1N=C(C(NC1=O)=O)C(F)F)Cl)=O